1-(6-(3-(4-(5-methoxypyridin-3-yl)-1H-imidazol-1-yl)oxetan-3-yl)pyridin-3-yl)piperidin-3-amine COC=1C=C(C=NC1)C=1N=CN(C1)C1(COC1)C1=CC=C(C=N1)N1CC(CCC1)N